trans-4-hydroxy-L-proline, ammonium salt [NH4+].O[C@@H]1C[C@H](NC1)C(=O)[O-]